N-(6-amino-5-methyl-3-pyridyl)-2-[(2R,5S)-5-methyl-2-(1H-pyrazol-4-yl)-1-piperidyl]-2-oxo-acetamide NC1=C(C=C(C=N1)NC(C(=O)N1[C@H](CC[C@@H](C1)C)C=1C=NNC1)=O)C